CN(CCN1CCNCCC1)C 4-(2-(dimethylamino)ethyl)-1,4-diazepan